ClC1=NC=C(C=N1)CN1C=CC=C2C1=NC(N(C2=O)C=2C=C(C#N)C=CC2)=O 3-(8-((2-chloropyrimidin-5-yl)methyl)-2,4-dioxo-4,8-dihydropyrido[2,3-d]pyrimidin-3(2H)-yl)benzonitrile